butyl 3-((1-phenylethyl)thio)propanoate C1(=CC=CC=C1)C(C)SCCC(=O)OCCCC